1-(9-benzyl-1-methyl-β-carbolin-6-yl)-3-(p-tolyl)thiourea C(C1=CC=CC=C1)N1C2=CC=C(C=C2C=2C=CN=C(C12)C)NC(=S)NC1=CC=C(C=C1)C